1-(2-chloro-3,5-dihydroxyphenyl)-3-(5-methylfuran-2-yl)-(2E)-2-propen-1-one ClC1=C(C=C(C=C1O)O)C(\C=C\C=1OC(=CC1)C)=O